N-(trans-4-(2-((R)-4-(2,3-dichlorophenyl)-3-methylpiperazin-1-yl)ethyl)cyclohexyl)oxazole-2-carboxamide ClC1=C(C=CC=C1Cl)N1[C@@H](CN(CC1)CC[C@@H]1CC[C@H](CC1)NC(=O)C=1OC=CN1)C